tert-butyl ((R)-1-cyclohexyl-2-((S)-2-((4-(3-Cbz-guanidino)butyl)carbamoyl)azetidin-1-yl)-2-oxoethyl)carbamate C1(CCCCC1)[C@H](C(=O)N1[C@@H](CC1)C(NCCCCNC(=N)NC(=O)OCC1=CC=CC=C1)=O)NC(OC(C)(C)C)=O